Rac-(4-amino-7-fluoroimidazo[1,5-a]quinoxalin-8-yl)((4aS,10bS)-9-fluoro-8-methoxy-2,3,4,4a,6,10b-hexahydro-1H-isochromeno[4,3-b]pyridin-1-yl)methanone NC=1C=2N(C3=CC(=C(C=C3N1)F)C(=O)N1[C@@H]3[C@H](CCC1)OCC=1C=C(C(=CC13)F)OC)C=NC2 |r|